C1(CCCCC1)C1=CN=C(S1)N1C[C@@H]2N(C(CNC2)=O)CC1 (R)-8-(5-Cyclohexylthiazol-2-yl)-4-oxooctahydro-2H-pyrazino[1,2-a]pyrazin